6-(4-((1H-indazol-5-yl)amino)-pyrimidin-2-yl)-N-(isoxazol-4-yl)-1H-indole-2-carboxamide N1N=CC2=CC(=CC=C12)NC1=NC(=NC=C1)C1=CC=C2C=C(NC2=C1)C(=O)NC=1C=NOC1